C[N+]1(CCCCC1)C1=C(C=CC=C1)OC N-methyl-N-(2-methoxyphenyl)piperidinium